2,3-dihydro-4H-pyridino[3,2-b][1,4]oxazin-4-formate O1C2=C(N(CC1)C(=O)[O-])N=CC=C2